tert-butyl (R)-4-((4-(3-(2-(benzyloxy)-6-hydroxypyridin-3-yl)-1-methyl-1H-indazol-7-yl) piperazin-1-yl) methyl)-3,3-dimethylpiperidin-1-carboxylate C(C1=CC=CC=C1)OC1=NC(=CC=C1C1=NN(C2=C(C=CC=C12)N1CCN(CC1)C[C@H]1C(CN(CC1)C(=O)OC(C)(C)C)(C)C)C)O